C(C)S(=O)(=O)C1=C(C=CC(=C1)C(F)(F)F)N1N=NC(=C1C)C(=O)OCC Ethyl 1-(2-(ethylsulfonyl)-4-(trifluoromethyl) phenyl)-5-methyl-1H-1,2,3-triazole-4-carboxylate